N-[(6-Amino-2-pyridyl)sulfonyl]-2-(2,3-dimethyl-1-piperidyl)-6-(6-isopropoxy-3-pyridyl)pyridin-3-carboxamid NC1=CC=CC(=N1)S(=O)(=O)NC(=O)C=1C(=NC(=CC1)C=1C=NC(=CC1)OC(C)C)N1C(C(CCC1)C)C